(1aRS,7bSR)-5-{2-[((S)-1-ethylpyrrolidin-3-ylcarbamoyl)-methyl]-4-fluoro-benzenesulfonyl-amino}-1,1a,2,7b-tetrahydrocyclopropa-[c]chromene-4-carboxylic acid C(C)N1C[C@H](CC1)NC(=O)CC1=C(C=CC(=C1)F)S(=O)(=O)NC1=CC=C2[C@@H]3[C@H](COC2=C1C(=O)O)C3 |&1:26,27|